tert-butyl (2-chloro-4-nitrophenyl)(cyclopropylmethyl)carbamate ClC1=C(C=CC(=C1)[N+](=O)[O-])N(C(OC(C)(C)C)=O)CC1CC1